1-(5-Fluorothien-2-yl)ethan-1-one tert-Butyl-((S)-2-Hydroxy-3-(3-(methylsulfonyl)phenoxy)propyl)(1-oxa-8-azaspiro[4.5]decan-3-yl)carbamate C(C)(C)(C)OC(N(C1COC2(C1)CCNCC2)C[C@@H](COC2=CC(=CC=C2)S(=O)(=O)C)O)=O.FC2=CC=C(S2)C(C)=O